CC=1N(C(=CC1CCCCS(=O)(=O)C)C)C1=CC=C(C#N)C=C1 4-(2,5-dimethyl-3-(4-(methylsulfonyl)butyl)-1H-pyrrol-1-yl)benzonitrile